3-(4-Chloro-1-methyl-1H-benzotriazol-5-yl)-3-(7-{[(4R)-4-methyl-1,1-dioxo-3,4-dihydro-2H-5,1,2-benzoxathiazepin-2-yl]methyl}-2,3-dihydro-1H-inden-5-yl)propanoic acid ClC1=C(C=CC=2N(N=NC21)C)C(CC(=O)O)C=2C=C1CCCC1=C(C2)CN2S(C1=C(O[C@@H](C2)C)C=CC=C1)(=O)=O